10-bromo-8-chloro-7-fluoro-2-(4-methoxybenzyl)-1,2,3,4-tetrahydropyrazino[1,2-b]Indazole BrC=1C2=C3N(N=C2C(=C(C1)Cl)F)CCN(C3)CC3=CC=C(C=C3)OC